N1N=NC2=C1C=CC(=C2)CN2C(C1=CC=C(C=C1C2CC2=C(C=NN2C)Cl)C(C)(C)O)=O 2-((1H-benzo[d][1,2,3]triazol-5-yl)methyl)-3-((4-chloro-1-methyl-1H-pyrazol-5-yl)methyl)-5-(2-hydroxypropan-2-yl)isoindolin-1-one